1-acetyl-4-fluoro-N-{phenyl-[4-(prop-2-yl)phenyl]methyl}pyrrolidine-2-carboxamide C(C)(=O)N1C(CC(C1)F)C(=O)NC(C1=CC=C(C=C1)C(C)C)C1=CC=CC=C1